8-keto-2,2,14,14-tetramethyl-pentadecane O=C(CCCCCC(C)(C)C)CCCCCC(C)(C)C